CN(C1=CC=C(C=C1)C1=CC=C(C=N1)C(=O)NCC=1C=NC=CC1)C(CC)=O 6-[4-[Methyl(propanoyl)amino]phenyl]-N-(3-pyridylmethyl)pyridine-3-carboxamide